N-heptyl-4,4'-bipyridinium C(CCCCCC)[N+]1=CC=C(C=C1)C1=CC=[NH+]C=C1